N[C@H]1CN(CCC1)C=1C=C(C=CC1)C(C)S(=O)(=O)NC1=CC(=C(C=C1)C1=CC2=C(N=CN=C2N2CCOCC2)N1COCC[Si](C)(C)C)F 1-{3-[(3R)-3-aminopiperidin-1-yl]phenyl}-N-{3-fluoro-4-[4-(morpholin-4-yl)-7-{[2-(trimethylsilyl)ethoxy]methyl}-7H-pyrrolo[2,3-d]pyrimidin-6-yl]phenyl}ethane-1-sulfonamide